IC1=NN(C2=CC(=CC=C12)OCC(=O)N1CCN(CC1)C(=O)OC(C)(C)C)C Tert-butyl 4-(2-((3-iodo-1-methyl-1H-indazol-6-yl)oxy)acetyl)piperazine-1-carboxylate